FC(OC1=CC=C(C=C1)C=1C(=NC=C2C=CC(=NC12)NCC(F)(F)F)OC)F 8-(4-(difluoromethoxy)phenyl)-7-methoxy-N-(2,2,2-trifluoroethyl)-1,6-naphthyridin-2-amine